N-(3-(hydroxymethyl)-2-oxopyrrolidin-3-yl)-2-methyl-6-(phenylthio)indolizine-3-carboxamide OCC1(C(NCC1)=O)NC(=O)C1=C(C=C2C=CC(=CN12)SC1=CC=CC=C1)C